fluorenyl-zirconocene C1(=CC=CC=2C3=CC=CC=C3CC12)[C-]1C=CC=C1.[CH-]1C=CC=C1.[Zr+2]